rac-(4R,5R)-4-cyclopropyl-7-ethyl-6-oxo-1-propyl-5-(3-(trifluoromethyl)benzamido)-4,5,6,7-tetrahydro-1H-pyrazolo[3,4-b]pyridine-3-carboxylic acid C1(CC1)[C@@H]1C2=C(N(C([C@@H]1NC(C1=CC(=CC=C1)C(F)(F)F)=O)=O)CC)N(N=C2C(=O)O)CCC |r|